(R)-2-amino-3-(5-methyl-1H-indol-3-yl)propanoic acid N[C@@H](C(=O)O)CC1=CNC2=CC=C(C=C12)C